FC([C@@H]1CC[C@H](CC1)N1C=CC2=CC(=CC=C12)NC(C=C)=O)(F)F trans-N-[1-[4-(trifluoromethyl)-cyclohexyl]indol-5-yl]acrylamide